ClC1=NC(=CC(=C1)C1=C(N=C(S1)NC(=O)N1CCOCC1)C1=CC(=CC=C1)C#N)C N-[5-(2-Chloro-6-methyl-4-pyridyl)-4-(3-cyanophenyl)thiazol-2-yl]morpholine-4-carboxamide